C(C)(C)(C)OC(=O)N1C(CN(CC1)[C@H](C(=O)OC)C)(C)C.C1(=CC=CC=C1)P(C1=C(C=CC=C1)C1=C(C=CC=C1)C1=C(C=CC=C1)P(C1=CC=CC=C1)C1=CC=CC=C1)C1=CC=CC=C1 bis[2-(diphenylphosphino)phenyl]benzene tert-butyl-(S)-4-(1-methoxy-1-oxopropan-2-yl)-2,2-dimethylpiperazine-1-carboxylate